C1(CCCCC1)COC1=CC=CC(=N1)S(=O)(=O)NC(=O)C=1C(=NC=CC1)N1C(CC(C1)C)(C)C N-[[6-(Cyclohexylmethoxy)-2-pyridyl]sulfonyl]-2-(2,2,4-trimethylpyrrolidin-1-yl)pyridin-3-carboxamid